CCOC(=O)[C@H]1N(CCC1)C(=O)OC(C)(C)C (S)-pyrrolidine-1,2-dicarboxylic acid 1-tert-butyl 2-ethyl ester